N,N-diethyl-2-(4-nitrophenoxy)ethan-1-amine C(C)N(CCOC1=CC=C(C=C1)[N+](=O)[O-])CC